FC[C@@H]1[C@H]([C@@H]([C@H](C(O1)O)O)O)O (3R,4S,5S,6S)-6-(fluoromethyl)tetrahydro-2H-pyran-2,3,4,5-tetraol